BrC=1C(=NC(=CC1)C=1N=NN(C1COC1OCCCC1)C[Si](C)(C)C)C 3-bromo-2-methyl-6-(5-(((tetrahydro-2H-pyran-2-yl)oxy)methyl)-1-((trimethylsilyl)methyl)-1H-1,2,3-triazol-4-yl)pyridine